ethyl (Z)-2,7-dimethylocta-2,6-dienoate C/C(/C(=O)OCC)=C/CCC=C(C)C